C1(CC1)CS(=O)(=O)N1C=CC2=C(C=CC=C12)C1=C(C=C2NC(C=3N(C2=C1C)C(=NN3)C)(C)C)F 8-[1-(Cyclopropyl-methylsulfonyl)-1H-indol-4-yl]-7-fluoro-1,4,4,9-tetramethyl-5H-[1,2,4]triazolo[4,3-a]quinoxaline